C(C)N(C(CC(O)C)O)CC 1-diethylamino-3-methyl-1,3-propanediol